ClC=1C(=C(C=CC1)NC1=NC=NC2=CC=C(C(=C12)OCC(F)F)NC(\C=C\CN(C)C)=O)F (E)-N-(4-((3-chloro-2-fluorophenyl)amino)-5-(2,2-difluoroethoxy)quinazolin-6-yl)-4-(dimethylamino)but-2-enamide